O=CCCCC(=O)O 5-ketovaleric acid